N1N=CC2=C1N=CNC2 4,5-dihydro-1H-pyrazolo[3,4-d]pyrimidine